1-bromo-3-((trifluorometh-yl)sulfonyl)benzene BrC1=CC(=CC=C1)S(=O)(=O)C(F)(F)F